NC1=NC=C(C=2C1=NC(=C(N2)N[C@H]2C[C@H](CC2)O)CC)C=2C=NN(C2)N2CCN(CC2)C(=O)NC(C)C 4-(4-(5-amino-3-ethyl-2-(((1R,3S)-3-hydroxycyclopentyl)amino)pyridino[3,4-b]pyrazin-8-yl)-1H-pyrazol-1-yl)-N-isopropylpiperazine-1-formamide